S1C=CC(=C1)[Li] Thiophene-4-yl-lithium